(±)-10-(4,5-dichloro-2-fluorobenzyl)-1-fluoro-6,7,8,9-tetrahydro-5H-5,8-epiminocyclohepta[c]pyridine ClC1=CC(=C(CN2C3CCC2CC=2C(=NC=CC23)F)C=C1Cl)F